ClC=1C=CC2=C(N(C3=C(CC2)C=CC=C3)CCCNC/C=C/C(=O)NC3=CC=CC=C3)C1 (E)-4-{[3-(3-chloro-10,11-dihydro-5H-dibenzo[b,f]azepin-5-yl)propyl]amino}-N-phenyl-but-2-enamide